4-Hydroxybutyronitrile OCCCC#N